8-((1S,2S)-2-(difluoromethyl)cyclopropyl)-6-(2,4-dioxo-1,2,3,4-tetrahydropyrimidine-5-yl)imidazo[1,2-b]pyridazine-2-carbonitrile FC([C@@H]1[C@H](C1)C=1C=2N(N=C(C1)C=1C(NC(NC1)=O)=O)C=C(N2)C#N)F